5-(1H-[1,2,3]triazolo[4,5-b]pyridin-5-yl)-2-fluoro-N-(4-(4-(4-fluorophenyl)piperazin-1-yl)phenyl)benzamide N1N=NC2=NC(=CC=C21)C=2C=CC(=C(C(=O)NC1=CC=C(C=C1)N1CCN(CC1)C1=CC=C(C=C1)F)C2)F